4-chloro-1-[4-fluoro-2-(methoxymethyl)phenyl]pyrazolo[3,4-d]pyrimidine ClC1=C2C(=NC=N1)N(N=C2)C2=C(C=C(C=C2)F)COC